C(CC)NC(N(CCC)CCC)=O tripropyl-urea